N[C@@H]1C2=CC=CC=C2CC12CCN(CC2)C=2C(NC(=CN2)SC2=C(C(=NC=C2)Cl)Cl)=O (S)-3-(1-amino-1,3-dihydrospiro[indene-2,4'-piperidine]-1'-yl)-6-((2,3-dichloropyridin-4-yl)thio)pyrazin-2(1H)-one